N1(C=NC=2C=NC=3C=CC=CC3C21)[C@H](C)C2(CC=CC2)O 1-[(1R)-1-imidazo[4,5-c]Quinolin-1-ylethyl]Cyclopent-3-en-1-ol